C(C1=CC=CC=C1)N1CCC(CC1)CCN1C(NC(C(=C1C)C(=O)OCC)C1=CC=C(C=C1)OCCCCCN1CCOCC1)=O Ethyl 1-(2-(1-benzylpiperidin-4-yl)ethyl)-6-methyl-4-(4-((5-morpholinopentyl)oxy)phenyl)-2-oxo-1,2,3,4-tetrahydropyrimidine-5-carboxylate